C(C)(C)(C)C1=CC=C(C=C1)C1=CC=C(C=C1)C1C(=CC2=CC=CC=C12)C(C)C (4-(4-tert-butylphenyl)phenyl)-2-isopropyl-1H-inden